FC(C=1C(=C(C=O)C=CC1)F)F 3-(difluoromethyl)-2-fluoro-benzaldehyde